ClS(=O)(=O)NS(=O)(=O)Cl N-chlorosulfonylsulfamoyl chloride